1-({[(1R)-2-{[4-Chloro-2-(hydroxymethyl)phenyl]methyl}-1-(4-chlorophenyl)-7-fluoro-5-(2-hydroxypropan-2-yl)-3-oxo-2,3-dihydro-1H-isoindol-1-yl]oxy}methyl)cyclopropan-1-carbonitril ClC1=CC(=C(C=C1)CN1[C@](C2=C(C=C(C=C2C1=O)C(C)(C)O)F)(C1=CC=C(C=C1)Cl)OCC1(CC1)C#N)CO